1-(3-fluorobenzyl)-2-(methoxymethyl)-6-(4-methoxy-5H-pyrrolo[3,2-d]pyrimidin-5-yl)-1H-imidazo[4,5-b]pyridine FC=1C=C(CN2C(=NC3=NC=C(C=C32)N3C=CC=2N=CN=C(C23)OC)COC)C=CC1